ClC=1C=C2CCN(C2=CC1)C(=O)C1=NC(=CN=C1)C1=CC=C(C=C1)C(F)(F)F (5-chloroindolin-1-yl)(6-(4-(trifluoromethyl)phenyl)pyrazin-2-yl)methanone